S1C2=C(C=C1C=1C=CC=3N(C1)C(=CN3)C3=NC(=NC=C3)NC3=CC=C(C=N3)N3CCN(CC3)C(C)=O)C=CC=C2 1-(4-(6-((4-(6-(Benzo[b]thiophen-2-yl)imidazo[1,2-a]pyridin-3-yl)pyrimidin-2-yl)amino)pyridin-3-yl)piperazin-1-yl)ethan-1-one